Thiazol-4-carboxaldehyd S1C=NC(=C1)C=O